5-(ethylamino)pyrazolo[1,5-a]pyridine C(C)NC1=CC=2N(C=C1)N=CC2